[N+](=O)([O-])C1=C(C(=CC=C1)C1=CC=CC=C1)C(=O)O nitro-biphenylcarboxylic acid